5-fluoro-4-(7'-fluoro-2'-methylspiro[cyclopentane-1,3'-indole]-5'-yl)-N-(5-(1-methylpiperidin-4-yl)pyridin-2-yl)pyrimidin-2-amine fumarate C(\C=C\C(=O)O)(=O)O.FC=1C(=NC(=NC1)NC1=NC=C(C=C1)C1CCN(CC1)C)C=1C=C2C3(C(=NC2=C(C1)F)C)CCCC3